OC[C@H](C1=CC=CC=C1)NC1=CC(=NC=C1C1=NC(=NO1)N1CCOCC1)NC1=CC=C2C(=N1)C(OB2O)(C)C (S)-5-((4-((2-hydroxy-1-phenylethyl)amino)-5-(3-morpholino-1,2,4-oxadiazol-5-yl)pyridin-2-yl)amino)-3,3-dimethyl-[1,2]oxaborolo[4,3-b]pyridin-1(3H)-ol